C(C)C=1C(=CC=C2C=C(C=C(C12)C1=C(C=2N=C(N=C(C2C=N1)N1[C@@H](CCC1)C(=O)N)OC[C@]12CCCN2C[C@@H](C1)F)F)O)F (S)-1-(7-(8-Ethyl-7-fluoro-3-hydroxynaphthalen-1-yl)-8-fluoro-2-(((2R,7aS)-2-fluorotetrahydro-1H-pyrrolizin-7a(5H)-yl)methoxy)pyrido[4,3-d]pyrimidin-4-yl)pyrrolidine-2-carboxamide